N1=C(C=CC=C1)C(\C=C\C=1SC=CC1)=O (2E)-1-(pyridin-2-yl)-3-(thiophen-2-yl)prop-2-en-1-one